1,1-di(tert-butylperoxy)-cyclohexane C(C)(C)(C)OOC1(CCCCC1)OOC(C)(C)C